COC(=O)C1=CN(C(=C1OC)C1=C(C=C(C=C1)OCC1CC1)F)S(=O)(=O)C=1C=NC=CC1 5-(4-(Cyclopropylmethoxy)-2-fluorophenyl)-4-methoxy-1-(pyridin-3-ylsulfonyl)-1H-pyrrole-3-carboxylic acid methyl ester